diisobutylisobutylamine C(C(C)C)N(CC(C)C)CC(C)C